methyl 1-((5-bromothiophen-2-yl)sulfonyl)-5-cyclohexylpiperidine-3-carboxylate BrC1=CC=C(S1)S(=O)(=O)N1CC(CC(C1)C1CCCCC1)C(=O)OC